N-(5-ETHYL-3-METHYL-1H-INDAZOL-4-YL)-1-(2-(TRIFLUOROMETHYL)PYRIDIN-4-YL)-1H-PYRAZOLE-4-SULFONAMIDE 4-fluoro-2-nitro-5-(Methyl-(2-oxopropanyl)(tetrahydrofuran-3-yl)amino)benzoate FC1=CC(=C(C(=O)O)C=C1N(C1C(OCC1)C)CC(C)=O)[N+](=O)[O-].C(C)C=1C(=C2C(=NNC2=CC1)C)NS(=O)(=O)C=1C=NN(C1)C1=CC(=NC=C1)C(F)(F)F